NC=1N(N=C2CN(CCC21)S(=O)(=O)C(F)F)C(=O)C2CCNC1=CC=C(C=C21)F (3-amino-6-(difluoromethylsulfonyl)-4,5,6,7-tetrahydropyrazolo[3,4-c]pyridin-2-yl)(6-fluoro-1,2,3,4-tetrahydroquinolin-4-yl)methanone